di-tert-dodecyl disulphide CCCCCCCCCC(C)(C)SSC(C)(C)CCCCCCCCC